(dimethylamino)-1-propanethiol CN(C)C(CC)S